FC1=CC(=C(C=C1)C(=O)N1CC2CN(CC2C1)C1=NC(=CC(=N1)C(C)(C)O)C)N1N=CC=N1 (4-fluoro-2-(2H-1,2,3-Triazol-2-yl)phenyl)((3R,6S)-5-(4-(2-hydroxypropan-2-yl)-6-methylpyrimidin-2-yl)hexahydropyrrolo[3,4-c]pyrrol-2(1H)-yl)methanone